O1CCN(CC1)CC1=CC=C(C=C1)C#CC1=CC=C(C=C1)C1=NOC(C1)CN1C(=NC=C1)[C@H](C)O (S)-1-(1-((3-(4-((4-(morpholinomethyl)phenyl)ethynyl)phenyl)-4,5-dihydroisoxazol-5-yl)methyl)-1H-imidazol-2-yl)ethan-1-ol